CC1=C(OC2=CC=C(C=C2)N2N=C3C(NCC[C@H]3N3CCN(CC3)S(=O)(=O)C3=C(C=CC=C3)[N+](=O)[O-])=C2C(=O)OCC)C=CC=C1 ethyl (7R)-2-[4-(2-methylphenoxy)phenyl]-7-[4-(2-nitrobenzene-1-sulfonyl)piperazin-1-yl]-4,5,6,7-tetrahydro-2H-pyrazolo[4,3-b]pyridine-3-carboxylate